5-chloro-2-[2-(5-chlorothiophen-2-yl)-2-oxoethoxy]benzamide ClC=1C=CC(=C(C(=O)N)C1)OCC(=O)C=1SC(=CC1)Cl